1-(4-bromobutyl)-pyrene BrCCCCC1=CC=C2C=CC3=CC=CC4=CC=C1C2=C34